[N+](=O)([O-])C1=CC=C2CC(NCC2=C1)=O 7-nitro-1,4-dihydroisoquinolin-3(2H)-one